The molecule is a tetrapeptide composed of L-alanine, two L-leucine units, and an L-histidine joined in sequence. It has a role as a metabolite. It derives from a L-alanine, a L-leucine and a L-histidine. C[C@@H](C(=O)N[C@@H](CC(C)C)C(=O)N[C@@H](CC(C)C)C(=O)N[C@@H](CC1=CN=CN1)C(=O)O)N